C(C)(C)C1=C(NC2=CC=C(C=C12)C1CN(C1)C1COC1)C=1C(=C(C=2N(C1)C=NN2)C)C 6-(3-isopropyl-5-(1-(oxetan-3-yl)azetidin-3-yl)-1H-indol-2-yl)-7,8-dimethyl-[1,2,4]triazolo[4,3-a]pyridine